NC=1C=CC(=C2CN(C(C12)=O)C(=O)OC(C)(C)C)C1=CN=C2N1C=CN=C2 tert-butyl 7-amino-4-(imidazo[1,2-a]pyrazin-3-yl)-1-oxoisoindoline-2-carboxylate